(E)-N'-(4-methylbenzylidene)benzoyl-hydrazine CC1=CC=C(\C=N\NC(C2=CC=CC=C2)=O)C=C1